3-((4-Bromo-6-fluoro-1-(triisopropylsilyl)-1H-indol-5-yl)sulfinyl)benzonitrile BrC1=C2C=CN(C2=CC(=C1S(=O)C=1C=C(C#N)C=CC1)F)[Si](C(C)C)(C(C)C)C(C)C